tert-butyl (3S,4R)-3-cyano-4-(3-hydroxyphenyl)pyrrolidine-1-carboxylate C(#N)[C@@H]1CN(C[C@H]1C1=CC(=CC=C1)O)C(=O)OC(C)(C)C